ClC1=C(C=CC(=C1)F)C1=CC(OC2=CC(=CC=C12)O[C@@H](C(=O)NC=1C=C(C(=O)O)C=CC1)C)=O 3-[[(2R)-2-[4-(2-chloro-4-fluoro-phenyl)-2-oxo-chromen-7-yl]oxypropanoyl]amino]benzoic acid